C(=O)O.N[C@H]1CC=CC[C@@H]1C1=C(C2=NC(=CC(=C2S1)NCC1=CCCC1)Cl)Br 2-((1s,6s)-6-aminocyclohex-3-en-1-yl)-3-bromo-5-chloro-N-(cyclopent-1-en-1-ylmethyl)thieno[3,2-b]pyridin-7-amine formate salt